N-[2-(1-benzylpiperidin-4-yl)ethyl]-4-(4-fluorophenyl)benzamide C(C1=CC=CC=C1)N1CCC(CC1)CCNC(C1=CC=C(C=C1)C1=CC=C(C=C1)F)=O